C12CN(CC(CC1)N2)C=2C1=C(N=C(N2)OC[C@]23CCCN3C[C@@H](C2)F)C(N(CC1)C1=C2C=NNC2=CC(=C1Cl)C)=O 4-(3,8-Diazabicyclo[3.2.1]octan-3-yl)-7-(5-chloro-6-methyl-1H-indazol-4-yl)-2-(((2R,7aS)-2-fluorotetrahydro-1H-pyrrolizin-7a(5H)-yl)methoxy)-6,7-dihydropyrido[3,4-d]pyrimidin-8(5H)-one